[C@H]12CN(C[C@H](CC1)N2)C2=NC(=NC1=C(C(=CC=C21)C2=CC=CC1=CC=C(C=C21)F)F)OC[C@H]2N(CCC2)C 4-((1R,5S)-3,8-diazabicyclo[3.2.1]octan-3-yl)-8-fluoro-7-(7-fluoronaphthalen-1-yl)-2-(((S)-1-methylpyrrolidin-2-yl)methoxy)quinazoline